neoheptanic acid C(CCC(C)(C)C)(=O)O